C(C)(=O)N(C=1C=C(C(=NC1)C(=O)O)S(=O)(=O)CC)C 5-[acetyl(methyl)amino]-3-ethylsulfonyl-pyridine-2-carboxylic acid